4-fluoro-α-[2-methyl-1-oxopropyl]-γ-oxo-N,β-diphenylphenylbutyramide FC1=CC=C(C=C1)C(C(=O)NC1=CC=CC=C1)(C(C=O)C1=CC=CC=C1)C(C(C)C)=O